FC1=C(C=CC(=C1)F)C1=CC(=CC(=C1)N)N 2',4'-Difluoro-[1,1'-biphenyl]-3,5-diamine